Racemic-tert-butyl (4R)-4-[(4S)-8-{8,8-dimethyl-6H,7H,8H-pyrazino[2,3-b]pyrrolizin-3-yl}-8-hydroxy-2-methyloctan-4-yl]-2,2-dimethyl-1,3-oxazolidine-3-carboxylate CC1(CCN2C3=C(C=C12)N=CC(=N3)[C@@H](CCC[C@@H](CC(C)C)[C@H]3N(C(OC3)(C)C)C(=O)OC(C)(C)C)O)C |&1:13|